1-(6-Aminopyridin-3-yl)-4-ethylpiperazin-2-one NC1=CC=C(C=N1)N1C(CN(CC1)CC)=O